CC1=CC(=NC=C1C=1N=CC=2C3=C(N=CC2C1)N(C=N3)COCC[Si](C)(C)C)C(CC)=O 1-(4-methyl-5-(3-((2-(trimethylsilyl)ethoxy)methyl)-3H-imidazo[4,5-c][2,6]naphthyridin-7-yl)pyridin-2-yl)propan-1-one